8,8'-((2-((1S,2R)-2-hydroxycyclohex-yl)ethyl)azanediyl)-bis(N,N-didecyl-octanamide) O[C@H]1[C@@H](CCCC1)CCN(CCCCCCCC(=O)N(CCCCCCCCCC)CCCCCCCCCC)CCCCCCCC(=O)N(CCCCCCCCCC)CCCCCCCCCC